[Sn](C#N)(C#N)(C#N)C#N tin cyanide